Cl(=O)(=O)[O-].Cl(=O)(=O)[O-].Cl(=O)(=O)[O-].Cl(=O)(=O)[O-].[Zr+4].[Al+3] aluminum zirconium tetrachlorate